3-chloro-4-(cyclopropylcarbamoyl)phenylboric acid ClC=1C=C(C=CC1C(NC1CC1)=O)OB(O)O